N-anthryl-methacrylamide C1(=CC=CC2=CC3=CC=CC=C3C=C12)NC(C(=C)C)=O